(R)-5-((1-((tert-butyldiphenylsilyl)oxy)propan-2-yl)oxy)-2,2,7-trimethyl-4H-benzo[d][1,3]dioxin-4-one [Si](C1=CC=CC=C1)(C1=CC=CC=C1)(C(C)(C)C)OC[C@@H](C)OC1=CC(=CC=2OC(OC(C21)=O)(C)C)C